methyl (1S,2S)-2-(((2-methyl-6-(1-methyl-5-(((4-(pyrazin-2-yl)pyrimidin-2-yl)amino)methyl)-1H-1,2,3-triazol-4-yl)pyridin-3-yl)oxy)methyl)cyclohexane-1-carboxylate CC1=NC(=CC=C1OC[C@@H]1[C@H](CCCC1)C(=O)OC)C=1N=NN(C1CNC1=NC=CC(=N1)C1=NC=CN=C1)C